(R)-N-(1-(3,5-difluorobenzyl)-2-methyl-1H-imidazol-4-yl)-2-(4,4-difluoropiperidin-1-yl)propanamide FC=1C=C(CN2C(=NC(=C2)NC([C@@H](C)N2CCC(CC2)(F)F)=O)C)C=C(C1)F